chloro-2-(4-chlorophenyl)-1-ethoxymethyl-5-trifluoromethylpyrrole-3-carbonitrile ClC=1C(=C(N(C1C(F)(F)F)COCC)C1=CC=C(C=C1)Cl)C#N